C(C)(=O)N1CC(C1)NC1=NC=C(C(=N1)C1=CC=C2CN(C(C2=C1)=O)CC(=O)N[C@H](CO)C1=CC(=CC=C1)OC)Cl 2-(6-{2-[(1-acetylazetidin-3-yl)amino]-5-chloropyrimidin-4-yl}-1-oxo-2,3-dihydro-1H-isoindol-2-yl)-N-[(1S)-2-hydroxy-1-(3-methoxyphenyl)ethyl]-acetamide